4-(N-METHYL-N-(1-METHYLPIPERIDIN-4-YL)SULFAMOYL)PHENYLBORONIC ACID B1(OC(C(O1)(C)C)(C)C)C2=CC=C(C=C2)S(=O)(=O)N(C)C3CCN(CC3)C